3-(6-(4-((5-cyclopropyl-3-(2,6-dichlorophenyl)isoxazol-4-yl)methoxy)piperidin-1-yl)pyridin-3-yl)-1,2,4-oxadiazol-5(4H)-one C1(CC1)C1=C(C(=NO1)C1=C(C=CC=C1Cl)Cl)COC1CCN(CC1)C1=CC=C(C=N1)C1=NOC(N1)=O